N-cyclopropyl-6-{[3-(hydroxymethyl)phenyl]amino}-8-{[(4-methoxyphenyl)methyl](methyl)amino}imidazo[1,2-b]pyridazine-3-carboxamide C1(CC1)NC(=O)C1=CN=C2N1N=C(C=C2N(C)CC2=CC=C(C=C2)OC)NC2=CC(=CC=C2)CO